((3-amino-5-(trifluoromethyl)phenyl)carbamoyl)(3-(pyridin-2-ylmethyl)-1,2,3-oxadiazol-3-ium-5-yl)amide NC=1C=C(C=C(C1)C(F)(F)F)NC(=O)[N-]C1=C[N+](=NO1)CC1=NC=CC=C1